isodecyl isononanoate C(CCCCCC(C)C)(=O)OCCCCCCCC(C)C